C1=C(C=CC2=CC=CC=C12)CCC(=O)C1=CC=CC=C1 3-(naphthalene-2-yl)-1-phenyl-1-propanone